C(C)C(COCC(CO)O)CCCC 3-(2-ethylhexyloxy)-1,2-propandiol